[OH-].C1(CCCCC1)N1CN(C=C1)C1CCCCC1 1,3-dicyclohexylimidazole hydroxide